2-(3-methoxy-4-pyridinyl)[1,2]benzisoselenazol-3(2H)-one COC=1C=NC=CC1N1[Se]C2=C(C1=O)C=CC=C2